CNC(O[C@@H]1CC[C@H](CC1)C(N(C1=CC(=CC=C1)C=1N=C(OC1)C(C)C)C[C@@H]1CC[C@H](CC1)C1=NC(=C(C=C1)OC)C#N)=O)=O trans-4-(((trans-4-(6-Cyano-5-methoxypyridin-2-yl)cyclohexyl)methyl)(3-(2-isopropyloxazol-4-yl)phenyl)carbamoyl)cyclohexyl methylcarbamate